2-(((2-(4-(2-hydroxyethyl)piperazin-1-yl)ethyl)amino)methylene)-5-(isoquinolin-5-yl)cyclohexane OCCN1CCN(CC1)CCNC=C1CCC(CC1)C1=C2C=CN=CC2=CC=C1